ClC=1C=C(NC(COCCCNC(OC(C)(C)C)=O)=O)C=CC1F tert-butyl N-[3-[2-(3-chloro-4-fluoro-anilino)-2-oxo-ethoxy]propyl]carbamate